S1C=NC2=C1C(=CC=C2)CN2CCC(CC2)C=2C(=C1CN(C(C1=CC2F)=O)C2C(NC(CC2)=O)=O)F 3-(5-(1-(benzo[d]thiazol-7-ylmethyl)piperidin-4-yl)-4,6-difluoro-1-oxoisoindolin-2-yl)piperidine-2,6-dione